4-methyl-2-phenyltetrahydro-2H-pyran CC1CC(OCC1)C1=CC=CC=C1